CC1=C(C2=C(N=CN=C2NC2(CC2)C)O1)C(=O)N1CCC(CC1)(C#N)C1=CC=CC=C1 1-{6-methyl-4-[(1-methylcyclopropyl)amino]furo[2,3-d]pyrimidine-5-carbonyl}-4-phenylpiperidine-4-carbonitrile